COC(=O)C=1C2CCC(CC1C1=CC=C(C=C1)OC)N2C(=O)OC(C)(C)C (+/-)-3-(4-methoxyphenyl)-8-azabicyclo[3.2.1]oct-2-ene-2,8-dicarboxylic acid 8-tert-butyl 2-methyl ester